BROMOPROPIOLIC ACID BrC#CC(=O)O